CC(C)(C)C=1C=C(C=C(C1O)C)CC(C(=O)OC)C 3-(1,1-dimethylethyl)-4-hydroxy-α,5-dimethyl-benzenepropanoic acid, methyl ester